CC(=CCCC(/C=C/CC#C)=C)C (e)-10-methyl-6-methyleneundeca-4,9-dien-1-yne